1-(2,2-Difluoroethyl)-6-(4-(((3-(trifluoromethyl)pyridin-2-yl)oxy)methyl)piperidin-1-yl)-1H-pyrazolo[3,4-b]pyrazine FC(CN1N=CC=2C1=NC(=CN2)N2CCC(CC2)COC2=NC=CC=C2C(F)(F)F)F